N-[(2E)-3-(4-chlorobenzenesulfonyl)but-2-en-1-yl]-2-oxo-5-phenyl-1,2-dihydropyridine-3-carboxamide ClC1=CC=C(C=C1)S(=O)(=O)/C(=C/CNC(=O)C=1C(NC=C(C1)C1=CC=CC=C1)=O)/C